6-((1r,4r)-4-(azetidin-1-yl)cyclohexyl)-3-(8-(difluoromethyl)-2-methylimidazo[1,2-b]pyridazin-6-yl)thieno[2,3-b]pyrazine N1(CCC1)C1CCC(CC1)C1=CC=2C(=NC(=CN2)C=2C=C(C=3N(N2)C=C(N3)C)C(F)F)S1